1,3-bis(2-benzothiazolylthiomethyl)urea S1C(=NC2=C1C=CC=C2)SCNC(=O)NCSC=2SC1=C(N2)C=CC=C1